C(C)OC(=O)C1=CN=C(N=N1)Cl 3-chloro-1,2,4-triazine-6-carboxylic acid ethyl ester